4-Methylbenzenethiol sodium salt [Na].CC1=CC=C(C=C1)S